acryloyloxyoctylmethyl-dimethoxysilane C(C=C)(=O)OCCCCCCCC[Si](OC)(OC)C